C(C=C)[C@H]1[C@H]([C@@H](O[C@@H]1CO)N1C(NC(C=C1)=O)=O)OC 1-((2R,3R,4R,5S)-4-allyl-5-(hydroxymethyl)-3-methoxytetrahydrofuran-2-yl)pyrimidine-2,4(1H,3H)-dione